C1(CCCC1)CC1=CC=C(C=C1)C=1NC=2N(C(C1)=O)N=C(C2C(=O)N2[C@H]([C@H](C2)CF)C)C2=NC=CN=C2C 5-(4-(Cyclopentylmethyl)phenyl)-3-((2S,3S)-3-(fluoromethyl)-2-methylazetidine-1-carbonyl)-2-(3-methylpyrazin-2-yl)pyrazolo[1,5-a]pyrimidin-7(4H)-one